C1=NC=C2C1=CN=C2 pyrrolo[3,4-c]pyrrol